ClC1=CC=C(C=C1)OC(=O)N1C[C@@H](CC(C1)(F)F)N1C(CCC(C1)C)=O (3'r)-5',5'-difluoro-5-methyl-2-oxo[1,3'-bipiperidine]-1'-carboxylic acid 4-chlorophenyl ester